3-(5-((4-(morpholinomethyl)benzyl)amino)-4-oxoquinazolin-3(4H)-yl)piperidine-2,6-dione O1CCN(CC1)CC1=CC=C(CNC2=C3C(N(C=NC3=CC=C2)C2C(NC(CC2)=O)=O)=O)C=C1